N',N'-dimethyl-2-(octanoylamino)-N-(2-phenylethyl)butanediamide CN(C(CC(C(=O)NCCC1=CC=CC=C1)NC(CCCCCCC)=O)=O)C